((2R,7aS)-2-fluorotetrahydro-1H-pyrrolo[3,4-b]pyrazin-7a(5H)-yl)methanol F[C@@H]1CNC2[C@](N1)(C=NC2)CO